N(=NC(C#N)CCC)C(C#N)CCC 2,2'-Azobis-valeronitrile